Methyl 3-chloro-2-(2-(5-chloro-1-methyl-1H-imidazol-4-yl)-6-fluorophenyl)imidazo[1,2-a]pyridine-7-carboxylate ClC1=C(N=C2N1C=CC(=C2)C(=O)OC)C2=C(C=CC=C2F)C=2N=CN(C2Cl)C